N[C@@H](CNC1=NC(=C2C(=N1)N(N=C2)C)NC2CC(C2)F)C2=CC=CC=C2 N6-[(2R)-2-amino-2-phenyl-ethyl]-N4-(3-fluorocyclobutyl)-1-methyl-pyrazolo[3,4-d]pyrimidine-4,6-diamine